dimethylpiperazinium chloride [Cl-].C[N+]1(CCNCC1)C